CN1CCN(CC1)C1=CC=CC(=N1)C1=NC2=CC(=NC=C2C=C1)CNC(=O)C1=CC=C2C=NN(C2=C1)S(=O)(=O)C N-((2-(6-(4-methylpiperazin-1-yl)pyridin-2-yl)-1,6-naphthyridin-7-yl)methyl)-1-(methylsulfonyl)-1H-indazole-6-carboxamide